2-(3-((benzyloxy)methyl)-4-ethyl-5-oxo-4,5-dihydro-1H-1,2,4-triazol-1-yl)-3-fluoro-7-isopropylfuro[3,4-b]pyridin-5(7H)-one C(C1=CC=CC=C1)OCC1=NN(C(N1CC)=O)C1=C(C=C2C(=N1)C(OC2=O)C(C)C)F